NC=1C=2N(C=CN1)C(=NC2C2=C(C=C(C(=O)NC1=NN(C(=C1)C(F)(F)F)C)C=C2)OCC)[C@]2(CC[C@H]1N(C2)C(OC1)=O)C 4-{8-amino-3-[(6S,8aR)-6-methyl-3-oxohexahydro[1,3]oxazolo[3,4-a]pyridin-6-yl]imidazo[1,5-a]pyrazin-1-yl}-3-ethoxy-N-[1-methyl-5-(trifluoromethyl)-1H-pyrazol-3-yl]benzamide